C(#N)/C(/C(=O)NC(OCC)=O)=N/NC1=CC(=C(C(=C1)Cl)OC1=NNC(C(=C1)C(C)C)=O)Cl ethyl (Z)-(2-cyano-2-(2-(3,5-dichloro-4-((5-isopropyl-6-oxo-1,6-dihydropyridazin-3-yl)oxy)phenyl)-hydrazineylidene)acetyl)-carbamate